5,5'-methylethylidenebis-salicylaldehyde COC=1C(C=O)=CC(=CC1)C(C)C1=CC=C(C(C=O)=C1)O